2-Aminoethyl(trihexadecanoxysilan) NCC[Si](OCCCCCCCCCCCCCCCC)(OCCCCCCCCCCCCCCCC)OCCCCCCCCCCCCCCCC